2'-(6-amino-5-cyanopyridin-3-yl)-N-[(1R)-1-(2-cyanopyridin-4-yl)ethyl]-5',6'-dihydrospiro[azetidine-3,4'-pyrrolo[1,2-b]pyrazole]-1-carboxamide NC1=C(C=C(C=N1)C=1C=C2N(N1)CCC21CN(C1)C(=O)N[C@H](C)C1=CC(=NC=C1)C#N)C#N